4-(1-(2-(difluoromethoxy)ethyl)-2-oxo-5-phenyl-1,2-dihydropyridin-4-yl)-6-methyl-2-(1-(trifluoromethyl)-1H-pyrazol-4-yl)-1,6-dihydro-7H-pyrrolo[2,3-c]pyridin-7-one FC(OCCN1C(C=C(C(=C1)C1=CC=CC=C1)C=1C2=C(C(N(C1)C)=O)NC(=C2)C=2C=NN(C2)C(F)(F)F)=O)F